7-butyl 1-(2-ethoxy-2-oxoethyl)-7-azaspiro[3.5]nonane-7-carboxylate C(C)OC(CC1CCC12CCN(CC2)C(=O)OCCCC)=O